4-(tert-butyl)-1,2-phenylenedicarbamate C(C)(C)(C)C1=CC(=C(C=C1)NC([O-])=O)NC([O-])=O